C(CCCCCCC)(=O)OC=CC=C but-1,3-dien-1-yl octanoate